N-(6-nitro-2,3-dihydrobenzofuran-5-yl)methanesulfonamide 4-methyl-3-(2-oxo-2,3-dihydro-1H-imidazol-1-yl)-2,4,6,7-tetrahydro-5H-pyrazolo[4,3-c]pyridine-5-carboxylate CC1N(CCC=2C1=C(NN2)N2C(NC=C2)=O)C(=O)O.[N+](=O)([O-])C2=CC1=C(CCO1)C=C2NS(=O)(=O)C